Cl.CS(=O)(=O)C1=C(C=CC=C1)C1=CC(=NC2=C(N=CC=C12)C1=NNC=C1)N1CCOCC1 4-(2-Methanesulfonylphenyl)-2-(morpholin-4-yl)-8-(1H-pyrazol-3-yl)-[1,7]naphthyridine hydrochloride